N-(5-methoxy-1H-pyrazol-3-yl)-6-((1-methylpiperidin-4-yl)oxy)pyrazin-2-amine COC1=CC(=NN1)NC1=NC(=CN=C1)OC1CCN(CC1)C